COC(=O)C1=CC=2C(=NC(=CC2)O)N1CC1CC1 1-(Cyclopropylmethyl)-6-hydroxy-1H-pyrrolo[2,3-b]pyridine-2-carboxylic acid methyl ester